CC1=C2C(C(=CN(C2=NC(=C1)N1CC(C1)C(NCCC(C)C)=O)C=1SC=CN1)C(=O)O)=O 5-methyl-7-{3-[(3-methylbutyl)carbamoyl]azetidin-1-yl}-4-oxo-1-(1,3-thiazol-2-yl)-1,4-dihydro-1,8-naphthyridine-3-carboxylic acid